trans-3-Hexenedioate C(C\C=C\CC(=O)[O-])(=O)[O-]